C(#N)C1(CC1)NS(=O)(=O)C=1C=C2C(=NC(=NC2=C(C1)N1CCN(CC1)C(C(C)(C)F)=O)C)C=1SC(=NN1)C(F)F N-(1-cyanocyclopropyl)-4-(5-(difluoromethyl)-1,3,4-thiadiazol-2-yl)-8-(4-(2-fluoro-2-methylpropanoyl)piperazin-1-yl)-2-methylquinazoline-6-sulfonamide